6-(6-ethoxypyridin-3-yl)-N-((3-methoxybenzyl)oxy)pyrazine-2-carboxamide C(C)OC1=CC=C(C=N1)C1=CN=CC(=N1)C(=O)NOCC1=CC(=CC=C1)OC